C(C)(=O)NC1(C2=CC=CC=C2C=2C=CC=CC12)C(=O)N1[C@H]([C@H]2[C@@H](C1)CCC2)C(=O)N[C@@H](C[C@H]2C(NCC2)=O)C(CO)=O (1R,3aS,6aR)-2-(9-acetamido-9H-fluorene-9-carbonyl)-N-((S)-4-hydroxy-3-oxo-1-((S)-2-oxopyrrolidin-3-yl)butan-2-yl)octahydrocyclopenta[c]pyrrole-1-carboxamide